NCCCCCNC(C1=C(C=C(C=C1)NC=1C=2N(C=CN1)C(=CN2)C2=C(C(=C(C=C2)OC(F)F)F)F)CC)=O N-(5-aminopentyl)-4-((3-(4-(difluoromethoxy)-2,3-difluoro-phenyl)imidazo[1,2-a]pyrazin-8-yl)amino)-2-ethylbenzamide